cis-8-dimethylamino-1-[(1-hydroxy-cyclobutyl)-methyl]-3-(1-methyl-1-phenyl-ethyl)-8-phenyl-1,3-diazaspiro[4.5]decan-2-one CN(C1(CCC2(CN(C(N2CC2(CCC2)O)=O)C(C)(C2=CC=CC=C2)C)CC1)C1=CC=CC=C1)C